ClC=1C(=NC(=NC1)NC1=NC(=NC=C1)C)C1=CC=C2CN(C(C2=C1)=O)[C@@H](C(=O)N[C@H](CO)C1=CC(=CC(=C1)C)F)C (2R)-2-(6-{5-chloro-2-[(2-methylpyrimidin-4-yl)amino]pyrimidin-4-yl}-1-oxo-2,3-dihydro-1H-isoindol-2-yl)-N-[(1S)-1-(3-fluoro-5-methylphenyl)-2-hydroxyethyl]propanamide